(1s,3s)-3-(3-amino-1H-pyrazol-5-yl)cyclobutyl 3-oxa-6-azabicyclo[3.1.1]heptane-6-carboxylate [C@H]12COCC(N1C(=O)OC1CC(C1)C1=CC(=NN1)N)C2